4-(Hexahydro-1H-pyrido[1,2-a]pyrazin-2(6H)-yl)-N-iso-pentyl-1H-benzo[d]imidazole-1-carboxamide C1C2N(CCN1C1=CC=CC=3N(C=NC31)C(=O)NCCC(C)C)CCCC2